FC=1C=C(C=CC1F)C(N1N2C(C(N3[C@H]1COCC3)=O)=CC(C=C2)=O)C2=CC=CC=C2 (12aR)-12-[(3,4-difluorophenyl)(phenyl)methyl]-3,4,12,12a-tetrahydro-1H-[1,4]oxazino[3,4-c]pyrido[2,1-f][1,2,4]triazine-6,8-dione